acrylonitrile (methyl)acrylate COC(C=C)=O.C(C=C)#N